COCCN1CCN(CC1)C1=CC(=NC=C1)NC=1SC2=NC(=CC=C2N1)C=1C=NNC1C N-(4-(4-(2-methoxyethyl)piperazin-1-yl)pyridin-2-yl)-5-(5-methyl-1H-pyrazol-4-yl)thiazolo[5,4-b]pyridin-2-amine